C[NH2+]CCC1=CNC2=C1C(=CC=C2)OP(=O)([O-])[O-] The molecule is an organophosphate oxoanion obtained by deprotonation of the phosphate and protonation of the amino group of baeocystin; major species at pH 7.3. It is a conjugate base of a baeocystin.